Tert-butyl 4-(4-((4-bromo-4'-chloro-[1,1'-biphenyl]-2-yl)((tert-butyldimethylsilyl)oxy)methyl)piperidin-1-yl)benzoate BrC1=CC(=C(C=C1)C1=CC=C(C=C1)Cl)C(C1CCN(CC1)C1=CC=C(C(=O)OC(C)(C)C)C=C1)O[Si](C)(C)C(C)(C)C